C(C=CCCCCC)(=O)OCC[N+](C)(C)C (choline) octenoate